2-(1H-benzo[d]imidazol-2-yl)-N4-(2-(4-methylpiperazin-1-yl)ethyl)quinazoline-2,4-diamine N1C(=NC2=C1C=CC=C2)C2(NC1=CC=CC=C1C(=N2)NCCN2CCN(CC2)C)N